3-[6-(2-aminoethyl)-3-[4-(trifluoromethyl)anilino]pyrazin-2-yl]-4H-1,2,4-oxadiazol-5-one NCCC1=CN=C(C(=N1)C1=NOC(N1)=O)NC1=CC=C(C=C1)C(F)(F)F